CC=1C(=NC=CC1)S(=O)(=O)NC=1C=CC=C2CCNCC12 3-methyl-N-(1,2,3,4-tetrahydroisoquinolin-8-yl)pyridine-2-sulfonamide